N4-[(2-chloro-3-fluoro-phenyl)methyl]-6-(1-tetrahydropyran-2-ylindazol-6-yl)-1,3,5-triazine-2,4-diamine ClC1=C(C=CC=C1F)CNC1=NC(=NC(=N1)C1=CC=C2C=NN(C2=C1)C1OCCCC1)N